C(C)N(CC)CCN(CCOC(OC(CCCCC(=O)OCC(CCCCCCCC)CCCCCC)CCCCCC)=O)CCOC(CCCCCCC)=O 2-hexyldecyl 3-ethyl-12-hexyl-6-(2-(octanoyloxy) ethyl)-10-oxo-9,11-dioxa-3,6-diazahexadecane-16-carboxylate